N,N,9-triphenylanthracen-9-amine C1(=CC=CC=C1)N(C1(C2=CC=CC=C2CC=2C=CC=CC12)C1=CC=CC=C1)C1=CC=CC=C1